C(#N)C=1C=NC(=NC1)C12CCC(CC2C1)OC[C@@H]1N([C@@H](C[C@@H]1NS(=O)(=O)C)C)C(=O)OC methyl (2R,3S,5R)-2-(((6-(5-cyanopyrimidin-2-yl)bicyclo[4.1.0]heptan-3-yl)oxy)methyl)-5-methyl-3-(methylsulfonamido)pyrrolidine-1-carboxylate